C(#N)C1(CCOCC1)NC(=O)C1=NC=CC(=C1)NC(CC1=CC=C2C=NNC2=C1)=O N-(4-Cyanotetrahydropyran-4-yl)-4-[[2-(1H-indazol-6-yl)acetyl]amino]pyridine-2-carboxamide